3,3'-propane-2,2-diylbis(sulfonamido)dipropionic acid CC(C)(S(=O)(=O)NCCC(=O)O)S(=O)(=O)NCCC(=O)O